C(C)OC(=O)C=1SC(=CC1)Br.[C-]#N.C(CCCCCCC)[NH+]1CC(CCC1)CC 1-Octyl-3-ethylpiperidinium cyanid ethyl-5-bromothiophene-2-carboxylate